azo-bis-propanamine N(=NCCCN)CCCN